5-bromo-4-methylpyridine ethyl-formate C(C)OC=O.BrC=1C(=CC=NC1)C